C(O)(=O)OCCCCCC hexanol carbonate